(12bS)-9,10-difluoro-1H,2H,3H,4H,6H,7H,12H,12bH-indolo[2,3-a]quinolizin-4-one FC=1C=C2C(=CC1F)NC1=C2CCN2C(CCC[C@@H]12)=O